ClC1=C(C(=C(C=C1)C=1CCCC2=C(C1C1=CC(=C(C=C1)CC1CN(C1)CCCF)F)C=CC=C2)C)F 8-(4-Chloro-3-fluoro-2-methylphenyl)-9-(3-fluoro-4-((1-(3-fluoropropyl)azetidin-3-yl)methyl)phenyl)-6,7-dihydro-5H-benzo[7]annulen